1H-spiro[[1,8]naphthyridine-3,4'-piperidin]-2(4H)-one 2,2,2-trifluoroacetate FC(C(=O)O)(F)F.N1CCC2(CC1)C(NC1=NC=CC=C1C2)=O